4-((2S,4r,6S)-2-cyano-7-((5-methoxy-7-methyl-1H-indol-4-yl)methyl)-7-azaspiro[3.5]nonan-6-yl)-N-(oxetan-3-ylmethyl)benzamide C(#N)C1CC2(C1)C[C@H](N(CC2)CC2=C1C=CNC1=C(C=C2OC)C)C2=CC=C(C(=O)NCC1COC1)C=C2